C(#N)C1=CC(=CC=2N=C(OC21)C=2C(=C(C=CC2)C2=C(C(=CC=C2)C=2OC1=C(N2)C=C(C(=C1)OC(F)F)CN1[C@@H](CCC1)C(=O)O)C)C)CN1CCCC1 ((2-(3'-(7-cyano-5-(pyrrolidin-1-ylmethyl)benzo[d]oxazol-2-yl)-2,2'-dimethyl-[1,1'-biphenyl]-3-yl)-6-(difluoromethoxy)benzo[d]oxazol-5-yl)methyl)-L-proline